FC=1C(=CC(=NC1)N)I 5-fluoro-4-iodopyridin-2-amine